C(C)N(C(COC=1C=C(C=CC1)C)=O)CC=1SC=CC1 N-ethyl-N-(thiophen-2-ylmethyl)-2-(m-tolyloxy)acetamide